4-(2,6-dibromopyridine-4-yl)-N-(4-(2,6-dibromopyridine-4-yl)phenyl)-N-phenylaniline BrC1=NC(=CC(=C1)C1=CC=C(N(C2=CC=CC=C2)C2=CC=C(C=C2)C2=CC(=NC(=C2)Br)Br)C=C1)Br